2-((4-(7-(((2S,5R)-5-aminotetrahydro-2H-pyran-2-yl)methyl)-2,7-diazaspiro[3.5]nonan-2-yl)pyrimidin-5-yl)oxy)-N-ethyl-5-fluoro-N-isopropylbenzamide hydrochloride Cl.N[C@@H]1CC[C@H](OC1)CN1CCC2(CN(C2)C2=NC=NC=C2OC2=C(C(=O)N(C(C)C)CC)C=C(C=C2)F)CC1